C(C)N1C2(CC2)CNCC1=O 4-ethyl-4,7-diazaspiro[2.5]octan-5-one